COC1=C(C=C2C=3C=CC(=CC3C(C2=C1)=O)C1=CC=C(C=O)C=C1)N1C=NC(=C1)C 4-(7-methoxy-6-(4-methyl-1H-imidazol-1-yl)-9-oxo-9H-fluoren-2-yl)benzaldehyde